5-nitro-2H-benzo[d][1,2,3]triazole [N+](=O)([O-])C1=CC=2C(=NNN2)C=C1